OC=1C=C(CCC2=NC3=C(C(=CC=C3C=C2)C(=O)O)O)C=CC1O 2-(3,4-dihydroxyphenethyl)-8-hydroxyquinoline-7-carboxylic acid